1-bromo-3,3-dimethoxypropane BrCCC(OC)OC